4-(1-methyl-1H-imidazol-2-yl)piperidin-4-ol hydrochloride salt Cl.CN1C(=NC=C1)C1(CCNCC1)O